C(C)[Si](C=1C=C(C=CC1)C1=C(C=CC=C1)O)(CC)CC 2-(3-triethylsilylphenyl)phenol